FC1(CCC2=C(C=CC=C12)[C@@H](C)NC=1C2=C(N=C(N1)C)N=C(C(=C2)C(=O)N(C)C)N2CCCC2)F (R)-4-((1-(1,1-difluoro-2,3-dihydro-1H-inden-4-yl)ethyl)amino)-N,N,2-trimethyl-7-(pyrrolidin-1-yl)pyrido[2,3-d]pyrimidine-6-carboxamide